[Li+].C(=O)[O-].COC1=C2C(=C(C3=NSN=C31)OC)C=C(S2)C(C)=O 1-(4,8-Dimethoxythieno[2',3':4,5]benzo[1,2-c][1,2,5]thiadiazol-6-yl)ethan-1-one Format Lithium